OC12OC3=C(C1(C(C1=CC=CC=C12)=O)NC(C(C)=O)=O)C=C(C(=C3)C)C N-(4b-hydroxy-7,8-dimethyl-10-oxo-9b,10-dihydro-4bH-indeno[1,2-b]benzofuran-9b-yl)-2-oxopropanamide